C(CCCCC(C)C)OP(OCCCCCC(C)C)O phosphorous acid-diisooctyl ester